3-(2-((4-fluorophenyl)amino)pyridin-3-yl)-6-methyl-1,6-dihydro-7H-pyrrolo[2,3-c]pyridin-7-one FC1=CC=C(C=C1)NC1=NC=CC=C1C1=CNC=2C(N(C=CC21)C)=O